7-(3-(piperidine-1-carbonyl)pyrazolo[1,5-a]pyridin-7-yl)isoquinolin-1(2H)-one N1(CCCCC1)C(=O)C=1C=NN2C1C=CC=C2C2=CC=C1C=CNC(C1=C2)=O